COCCOCCOC(CCC(=O)O)=O Succinic acid mono-[2-(2-methoxy-ethoxy)-Ethyl] ester